2-(2-acryloyl-2,6-diazaspiro[3.4]octan-6-yl)-6-(3-(dimethylamino)azetidin-1-yl)-4-(5-methyl-1H-indazol-4-yl)nicotinonitrile C(C=C)(=O)N1CC2(C1)CN(CC2)C2=C(C#N)C(=CC(=N2)N2CC(C2)N(C)C)C2=C1C=NNC1=CC=C2C